N-[3-chloro-4-[7-[(1R)-2-[ethyl-[2-(isopentylamino)-2-oxo-ethyl]amino]-1-methyl-2-oxo-ethoxy]-2-oxo-chromen-4-yl]phenyl]tetradecanamide 4-cyanophenyl-4-cyanophenyl-benzoate C(#N)C1=CC=C(C=C1)OC(C1=C(C=CC=C1)C1=CC=C(C=C1)C#N)=O.ClC=1C=C(C=CC1C1=CC(OC2=CC(=CC=C12)O[C@@H](C(=O)N(CC(=O)NCCC(C)C)CC)C)=O)NC(CCCCCCCCCCCCC)=O